NC1=C(C=C(C=C1)Cl)C1=C(C(=O)C2=CC=CC=C2)C=CC=C1 (2-amino-5-chlorophenyl)benzophenone